(1R,3S,5R)-2-(2-(3-acetyl-5-(2-methylpyrimidin-5-yl)-1H-indazol-1-yl)acetyl)-N-((R)-1-(3-chloro-2-fluorophenyl)ethyl)-5-methyl-2-azabicyclo[3.1.0]hexane-3-carboxamide C(C)(=O)C1=NN(C2=CC=C(C=C12)C=1C=NC(=NC1)C)CC(=O)N1[C@@H]2C[C@@]2(C[C@H]1C(=O)N[C@H](C)C1=C(C(=CC=C1)Cl)F)C